C1(=CC=CC=C1)[C@@H]1N2C(COC1)=NC1=C2C=C(C=C1)C=1C=NC(=NC1)N1CCC(CCC1)O 1-(5-((S)-4-phenyl-3,4-dihydro-1H-benzo[4,5]imidazo[2,1-c][1,4]oxazin-7-yl)pyrimidin-2-yl)azepan-4-ol